NC(C)(C)C=1C=C(C=CC1)NC=1C(N(C(C1)=O)C1C(NC(CC1)=O)=O)=O 3-(3-((3-(2-aminopropan-2-yl)phenyl)amino)-2,5-dioxo-2,5-dihydro-1H-pyrrol-1-yl)piperidine-2,6-dione